FC1=NC(=CC=C1NC(=O)[C@H]1C(N(C[C@@H]1C1=NN(C(=C1)C(F)(F)F)C)C)=O)F (3S,4R)-N-(2,6-difluoro-3-pyridyl)-1-methyl-4-[1-methyl-5-(trifluoromethyl)pyrazol-3-yl]-2-oxo-pyrrolidine-3-carboxamide